CC1=CC=C(C=C1)S(=O)(=O)OCCCCCCCCCCCCCCCCC heptadecyl p-toluenesulfonate